FC(C1=CC=C(C=N1)N1CC2(C1)CN(CCC2)C(=O)OC(C)(C)C)(F)F tert-butyl 2-[6-(trifluoromethyl)pyridin-3-yl]-2,6-diazaspiro[3.5]nonane-6-carboxylate